4-fluorotetrahydro-2H-pyran-4-carboxylic acid FC1(CCOCC1)C(=O)O